pyrido[3,2,1-jk]carbazol C1=C2C=3C=CC=CC3N3C2=C(C=C1)C=CC3